CC1(OB(OC1(C)C)C=1C=NC=2N(C1)N=CN2)C 6-(4,4,5,5-tetramethyl-1,3,2-dioxaborolan-2-yl)-[1,2,4]triazolo[1,5-a]pyrimidine